[13C](C(=O)C)(=O)[O-].[Na+] sodium [1-13C]pyruvate